cis-9-eicosene-1-ol C(CCCCCCC\C=C/CCCCCCCCCC)O